C1NCCC12CCC(C2)C2=CC=C(C=C2)C=2C=1C(=C(SC1N1C(=NN=C1[C@@H](N2)C)C)C)C (9S)-7-[4-(2-azaspiro[4.4]nonan-8-yl)phenyl]-4,5,9,13-tetramethyl-3-thia-1,8,11,12-tetrazatricyclo[8.3.0.02,6]trideca-2(6),4,7,10,12-pentaene